methyl 5-[[(8-chloro-1,2,3,5,6,7-hexahydro-s-indacen-4-yl)carbamoyl]aminosulfonyl]-2-methylfuran-3-carboxylate ClC=1C=2CCCC2C(=C2CCCC12)NC(=O)NS(=O)(=O)C1=CC(=C(O1)C)C(=O)OC